bis-neopentyl glycol diborate B(O)(O)OB(O)O.OCC(C)(CO)C.OCC(C)(CO)C